CC1(CCC=2C=CC=NC2C1NC1=C(C(C1=O)=O)NC1=C(C(=NC=C1)C(=O)N(C)C)O)C 4-((2-((7,7-dimethyl-5,6,7,8-tetrahydroquinolin-8-yl)amino)-3,4-dioxocyclobut-1-en-1-yl)amino)-3-hydroxy-N,N-dimethylpicolinamide